FC1=C(OCC(C#N)(C)C)C=CC(=C1)C1=NC(=NC=C1C)NC=1C=NN(C1)C1CCOCC1 3-(2-Fluoro-4-(5-methyl-2-((1-(tetrahydro-2H-pyran-4-yl)-1H-pyrazol-4-yl)amino)pyrimidin-4-yl)phenoxy)-2,2-dimethylpropanenitrile